diethyl 2,3-dicyclopentyl-2-cyano-butanedioate C1(CCCC1)C(C(=O)OCC)(C(C(=O)OCC)C1CCCC1)C#N